N-(2-amino-3-(2-chloro-5-fluorophenoxy)-7,8-dihydro-6H-pyrazolo[4,5,1-ij]quinolin-4-yl)-3-fluoro-5-(trifluoromethyl)benzamide NC1=NN2CCCC3=CC(=C(C1=C23)OC2=C(C=CC(=C2)F)Cl)NC(C2=CC(=CC(=C2)C(F)(F)F)F)=O